CC(=O)OC1C(C)=C(C)C2=C(C=1C)CCC(C)(CCC[C@H](C)CCC[C@H](C)CCCC(C)C)O2 Alpha-tocopherol acetate